OC1=CC=C(CN2C3=NC=NC=C3N=C2)C=C1 9-(4-hydroxybenzyl)-9H-purine